3-(2-bromophenyl)propionic acid BrC1=C(C=CC=C1)CCC(=O)O